[6-(2-fluorophenyl)pyrrolo[1,2-b]pyridazin-4-yl]trifluoromethanesulfonate FC1=C(C=CC=C1)C=1C=C2N(N=CC=C2OS(=O)(=O)C(F)(F)F)C1